C(CCC)OC(CCC[SiH3])(OCCCC)OCCCC tributoxybutylsilane